4-hydroxybutenoic acid OCC=CC(=O)O